C(C1=CC=CC=C1)N1C2(COC2)CN(CC1)C(=O)OC(C)(C)C tert-Butyl 5-benzyl-2-oxa-5,8-diazaspiro[3.5]nonane-8-carboxylate